6-methoxy-5-nitrobenzo[d]isothiazol-3(2H)-one-1,1-dioxide COC1=CC2=C(C(NS2(=O)=O)=O)C=C1[N+](=O)[O-]